bis(1,1-dimethylpropyl)amine CC(CC)(C)NC(CC)(C)C